C(=CC1=CC=CC=C1)/C(=C/C(=O)O)/C(=O)O (1E)-styrene-maleic acid